C1(CCC1)C1=CN=C(S1)NC1=CC(=NC(=N1)CC)NCCNC([C@H](C)N(C(\C=C\CN(C)C)=O)C)=O (E)-N-[(1S)-2-[2-[[6-[(5-cyclobutylthiazol-2-yl)amino]-2-ethyl-pyrimidin-4-yl]amino]ethylamino]-1-methyl-2-oxo-ethyl]-4-(dimethylamino)-N-methyl-but-2-enamide